tert-butyl (E)-4-(3-(5-carbamoyl-2-((4-((4-carbamoyl-2-methoxy-6-nitrophenyl)amino)but-2-en-1-yl)amino)-3-nitrophenoxy)propyl)piperidine-1-carboxylate C(N)(=O)C=1C=C(C(=C(OCCCC2CCN(CC2)C(=O)OC(C)(C)C)C1)NC\C=C\CNC1=C(C=C(C=C1[N+](=O)[O-])C(N)=O)OC)[N+](=O)[O-]